CC1=NC=2N(C(=C1)C)C=NC2C(=O)NC2=CC=C(C=C2)C=2OC=CN2 2,4-DIMETHYL-N-(4-(OXAZOL-2-YL)PHENYL)IMIDAZO[1,5-a]PYRIMIDINE-8-CARBOXAMIDE